tert-butyl N-{2-[2-(2-{2-[(6-chloro-4-{3-[(4-methyl-1,2,4-triazol-3-yl)methyl]oxetan-3-yl}pyridin-2-yl)oxy]ethoxy}ethoxy)ethoxy]ethyl}carbamate ClC1=CC(=CC(=N1)OCCOCCOCCOCCNC(OC(C)(C)C)=O)C1(COC1)CC1=NN=CN1C